2-[6-({4-[2-amino-6-(m-cyanophenyl)-4-pyrimidinyl]-1H-1,2,3-triazol-1-yl}methyl)-2-pyridinyl]cyclopentanecarboxylic acid NC1=NC(=CC(=N1)C=1N=NN(C1)CC1=CC=CC(=N1)C1C(CCC1)C(=O)O)C1=CC(=CC=C1)C#N